4-isobutyl-1-isopropyl-1H-pyrazolo[3,4-d]pyrimidine C(C(C)C)C1=C2C(=NC=N1)N(N=C2)C(C)C